OC1=C(C=CC=C1)C1=CC2=C(N=N1)NC1(C2)CC(C1)C(=O)O (1R,3S)-3'-(2-hydroxyphenyl)-5',7'-dihydrospiro[cyclobutane-1,6'-pyrrolo[2,3-c]pyridazine]-3-carboxylic acid